FC(S(=O)(=O)[N-]S(=O)(=O)C(F)(F)F)(F)F Bis(TrifluoromethaneSulfonyl)Amide